2-(chloromethyl)-3-(ethoxycarbonyl)-4-methylpyridine-1-oxide ClCC1=[N+](C=CC(=C1C(=O)OCC)C)[O-]